5'-bromo-1'-(3-(difluoromethoxy)phenyl)spiro[cyclopropane-1,3'-indoline]-2'-one BrC=1C=C2C3(C(N(C2=CC1)C1=CC(=CC=C1)OC(F)F)=O)CC3